COC(CN(C1=NC2=CC=C(C=C2C(=C1)C1=CC=CC=C1)C#C[Si](C)(C)C)C)=O N-methyl-N-(4-phenyl-6-((trimethylsilyl)ethynyl)quinolin-2-yl)glycine methyl ester